3-(tert-butoxycarbonyl)-6,6-difluoro-3-azabicyclo[3.1.0]hexane C(C)(C)(C)OC(=O)N1CC2C(C2C1)(F)F